4-[3-[7-amino-2-(2-hydroxyphenyl)imidazo[1,2-a]pyrimidin-6-yl]allyl]piperidine-1-carboxylic acid tert-butyl ester C(C)(C)(C)OC(=O)N1CCC(CC1)CC=CC=1C(=NC=2N(C1)C=C(N2)C2=C(C=CC=C2)O)N